benzyl-2-(7-methoxynaphthalen-1-yl)acetamide C(C1=CC=CC=C1)C(C(=O)N)C1=CC=CC2=CC=C(C=C12)OC